pentapropenyl-propylene glycol C(=CC)C(C(C(C=CC)(C=CC)O)(C=CC)O)C=CC